N1=C(C=CC=C1)C=1N=NNC1C(=O)O 4-(pyridin-2-yl)-1H-1,2,3-triazole-5-carboxylic acid